C(CCCC)C1C(CCCC1)(CCCCC)CCCCC tripentyl-cyclohexane